C(C)(=O)ON=C(C(=O)C1=CC=CC=C1)C 2-((acetoxy)imino)-1-phenylpropan-1-one